ClC1=CC(=C(COC2=NC=3CN(CCC3C=C2C2CC2)C(=O)OC(C)(C)C)C=C1)F tert-butyl 2-((4-chloro-2-fluorobenzyl) oxy)-3-cyclopropyl-5,8-dihydro-1,7-naphthyridine-7(6H)-carboxylate